ClC=1C=C(C=NC1OC(F)F)C(=O)NCC1=C2N(N=C1)C=CN2CC(F)F 5-chloro-N-[{1-(2,2-difluoroethyl)-1H-imidazo[1,2-b]pyrazol-7-yl}methyl]-6-(difluoromethoxy)pyridine-3-carboxamide